O=C1NC(CCC1N1C(C2=CC=C(C=C2C1=O)NCCC[C@@H]1C[C@@H](C1)N1N=C(C(=C1)C1=NC2=CC=CC=C2N=C1)C)=O)=O 2-(2,6-dioxopiperidin-3-yl)-5-((3-(cis-3-(3-methyl-4-(quinoxalin-2-yl)-1H-pyrazol-1-yl)cyclobutyl)propyl)amino)isoindoline-1,3-dione